1-(3-acetyl-6-chloro-2-pyridyl)-5-methyl-pyrazole-4-carbonitrile C(C)(=O)C=1C(=NC(=CC1)Cl)N1N=CC(=C1C)C#N